8-(2-bromoacetyl)-2-[5-[[5-chloro-4-(3-cyclopropylphenyl)pyrimidin-2-yl]amino]-3-pyridyl]-2,8-diazaspiro[4.5]decan-1-one BrCC(=O)N1CCC2(CCN(C2=O)C=2C=NC=C(C2)NC2=NC=C(C(=N2)C2=CC(=CC=C2)C2CC2)Cl)CC1